tin-antimony [Sb].[Sn]